N,N'-dibenzylethylenediamine C1=CC=C(C=C1)CNCCNCC2=CC=CC=C2